CC1=NC=NC=C1Br 4-Methyl-5-bromopyrimidine